2-[(2,6-difluoro-4-pyridyl)-(2-methoxypropanoyl)amino]-N-(2,2-dimethylcyclobutyl)-5-methyl-thiazole-4-carboxamide FC1=NC(=CC(=C1)N(C=1SC(=C(N1)C(=O)NC1C(CC1)(C)C)C)C(C(C)OC)=O)F